N1(CCCCC1)C1=CC=C(C=C1)C1=CC=C(C=C1)C(C)=O 1-(4'-(piperidin-1-yl)-[1,1'-biphenyl]-4-yl)ethan-1-one